ClC1=C(C(=O)N[C@@H](CC(C)C)C2=NOC(C2)C(=O)OCC)C=C(C=C1)Cl ethyl 3-((S)-1-(2,5-dichlorobenzamido)-3-methylbutyl)-4,5-dihydroisoxazole-5-carboxylate